FC(C1=C(CC2=CN=C3N2CCN(C3)C3NC=CN(C3=O)Cl)C=CC(=C1)C(F)(F)F)(F)F (3-(2,4-bis(trifluoromethyl)benzyl)-5,6-dihydroimidazo[1,2-a]pyrazin-7(8H)-yl)-4-chloropyrazin-3(2H)-one